C(C)(=O)N[C@@]1(O)C[C@@H](O)[C@@H](O)[C@H](O1)C(=O)O acetamido-2-deoxy-alpha-D-galacturonic acid